N1(CCNCC1)C1=NC=C(C=N1)C(F)(F)F 2-(piperazine-1-yl)-5-(trifluoromethyl)pyrimidine